2-methylspiro[3.3]heptan CC1CC2(C1)CCC2